C1(CC1)NC(=O)C=1C=C(C(N(C1)CC1=CC=CC=2NC(=NC21)C)=O)C(=O)NC N5-cyclopropyl-N3-methyl-1-((2-methyl-1H-benzo[d]imidazol-4-yl)methyl)-2-oxo-1,2-dihydropyridine-3,5-dicarboxamide